(R)-N-(5-(2,2-dimethyl-2,3-dihydro-[1,4]dioxino[2,3-b]pyridin-6-yl)-4-((4-(3-methoxypyrrolidin-1-yl)-6-(methylsulfonyl)pyridin-2-yl)amino)pyridin-2-yl)acetamide CC1(OC=2C(=NC(=CC2)C=2C(=CC(=NC2)NC(C)=O)NC2=NC(=CC(=C2)N2C[C@@H](CC2)OC)S(=O)(=O)C)OC1)C